[OH-].[Na+].S([O-])O.C=O.[Na+] sodium formaldehyde sulfoxylate Sodium hydroxide